FC=1C=CC(=NC1)C1=NN(C=C1C1=C2C(=NC=C1)NC=C2C[C@H]2COCC2)C |r| (R/S)-4-[3-(5-fluoro-2-pyridinyl)-1-methyl-pyrazol-4-yl]-3-(tetrahydrofuran-3-ylmethyl)-1H-pyrrolo[2,3-b]pyridine